O1C=CB=C1 [1,4]Oxaborole